7-fluoro-3-(methoxymethoxy)-8-{[tri(propan-2-yl)silyl]ethynyl}naphthalene-1-carbaldehyde FC1=CC=C2C=C(C=C(C2=C1C#C[Si](C(C)C)(C(C)C)C(C)C)C=O)OCOC